5-{2-[(3-exo)-8-azabicyclo[3.2.1]oct-3-ylamino][1,3]thiazolo[4,5-c]pyridin-6-yl}-2-methyl-2H-indazole-7-carbonitrile C12CC(CC(CC1)N2)NC=2SC1=C(C=NC(=C1)C1=CC3=CN(N=C3C(=C1)C#N)C)N2